BrC=1C=CC(=C(C1)N1C(C=C(C=C1)SCC)=O)F 1-(5-bromo-2-fluorophenyl)-4-(ethylsulfanyl)pyridin-2(1H)-one